4-[1-(6-Bromopyrazin-2-yl)ethoxy]-6-[5-methyl-1-[1-(oxetan-3-yl)-4-piperidyl]triazol-4-yl]pyrazolo[1,5-a]pyridine-3-carbonitrile BrC1=CN=CC(=N1)C(C)OC=1C=2N(C=C(C1)C=1N=NN(C1C)C1CCN(CC1)C1COC1)N=CC2C#N